(R)-3-(1-(1-((R)-1-(2,4-dichlorophenyl) ethyl)-1H-[1,2,3]triazolo[4,5-c]pyridazin-6-yl) azetidin-3-yl)-1-methylcyclobutane-1-carboxylate ClC1=C(C=CC(=C1)Cl)[C@@H](C)N1N=NC=2N=NC(=CC21)N2CC(C2)C2CC(C2)(C(=O)[O-])C